C(C1=CC=CC=C1)OC(=O)N1CCCC1 N-(benzyloxycarbonyl)pyrrolidine